COC1=CC=C(C=C1)C1=NN2C(=NC=3C=CC=CC3C2=N1)[C@@](N)(CO)C(=O)N 2-[2-(4-methoxyphenyl)[1,2,4]triazolo[1,5-c]quinazolin-5-yl]-D-serinamide